COC(=O)CCC1(C2=CC=CC=C2C=2C=CC=CC12)CCC(=O)OC 9,9-bis{2-(methoxycarbonyl)ethyl}fluorene